NCCOCCOCCOCCOC1=CC2=C(N=C(S2)C2=CC=C(NC)C=C2)C=C1 4-(6-(2-(2-(2-(2-aminoethoxy)ethoxy)ethoxy)ethoxy)benzo[d]thiazol-2-yl)-N-methylaniline